CC1=C(C=NN1)C=1N=C(C2=C(N1)C=NC=C2)N2CCC1(CCN(C1)[C@H]1[C@H](CC1)O)CC2 (1S,2R)-2-(8-(2-(5-methyl-1H-pyrazol-4-yl)pyrido[3,4-d]pyrimidin-4-yl)-2,8-diazaspiro[4.5]decan-2-yl)cyclobutan-1-ol